[C@H]1([C@H](O)[C@@H](O)[C@@H](O)[C@H](O1)CO)OC[C@H]([C@H]1[C@@H]([C@H]([C@@H](O1)OC[C@H]([C@@H]([C@@H]([C@H](C=O)O)O)O)O)O)O)O α-D-Galactopyranosyl-(1→6)-β-D-galactofuranosyl-(1→6)-D-galactose